C(#N)C=1C=C(CNC(C2=CC=C(C=C2)C2=NN3C(N=CC(=C3)C(C3=C(C=CC(=C3)[N+](=O)[O-])O)=O)=C2)=O)C=CC1 N-(3-cyanobenzyl)-4-(6-(2-hydroxy-5-nitrobenzoyl)pyrazolo[1,5-a]pyrimidin-2-yl)benzamide